4-(2-ethyl-2-methyl-butanoyl)-3,5-dihydro-2H-pyrido[3,4-f][1,4]oxazepine-9-carbonitrile C(C)C(C(=O)N1CCOC2=C(C1)C=NC=C2C#N)(CC)C